[Si](C)(C)(C(C)(C)C)OC(C(=O)N)C(CO)(C)C 2-((tert-butyldimethylsilyl)oxy)-4-hydroxy-3,3-dimethylbutyramide